[In].[Ge] Germanium indium